1-((5-bromopyrimidin-4-yl)methyl)-1H-imidazole-4-carbonitrile BrC=1C(=NC=NC1)CN1C=NC(=C1)C#N